CN1C(=NC2=C1C=CC=C2)C=2C=C(NC1=CC=C(C=C1)C=1N=NC=CC1)C=CC2 3-(1-methylbenzimidazol-2-yl)-N-(4-pyridazin-3-ylphenyl)aniline